(4-(1-((R)-2-cyano-1-cyclopentylethyl)-1H-pyrazol-4-yl)-7H-pyrrolo[2,3-d]pyrimidin-7-yl)methyl-2-(3-phenoxyphenyl)propanoate C(#N)C[C@H](C1CCCC1)N1N=CC(=C1)C=1C2=C(N=CN1)N(C=C2)COC(C(C)C2=CC(=CC=C2)OC2=CC=CC=C2)=O